ethyl N-Boc-3-oxopyrrolidin-2-carboxylate C(=O)(OC(C)(C)C)N1C(C(CC1)=O)C(=O)OCC